5-chloro-N-(4-chloro-1H-indol-6-yl)-1H-benzo[d]imidazol-2-amine ClC1=CC2=C(NC(=N2)NC2=CC(=C3C=CNC3=C2)Cl)C=C1